CC1=CC=CC(=N1)C1=NNC=C1C=1C=C2C=C(C=NC2=CC1)NC1=NC=C(C=C1)N1CCNCC1 6-[3-(6-methyl-2-pyridyl)-1H-pyrazol-4-yl]-N-(5-piperazin-1-yl-2-pyridyl)quinolin-3-amine